phenylene-bisoxazole C1(=C(C=CC=C1)C=1OC=CN1)C=1OC=CN1